C(C1=CC(C(=O)[O-])=CC=C1)(=O)[O-].C(C1=CC=CC=C1)[N+](C1=CC=CC=C1)(C)C.C(C1=CC=CC=C1)[N+](C)(C)C1=CC=CC=C1 benzyl-dimethyl-phenyl-ammonium isophthalate